N1=CN=C2NC=NC2=C1C=1C(=NC=CC1)NC=1C=CC(=C(C1)NC(C1=C(C(=NC=C1)C(F)(F)F)F)=O)F N-(5-(3-(9H-purin-6-yl)pyridin-2-ylamino)-2-fluorophenyl)-3-fluoro-2-(trifluoromethyl)isonicotinamid